NC=1SCC2(N1)COCC1=CC=C(C=C12)NS(=O)(=O)C1=CC2=CC=CC=C2C=C1 N-(2'-amino-5'H-spiro[isochromane-4,4'-thiazol]-6-yl)naphthalene-2-sulfonamide